O=C(C(C(C(C=CC=CC=CC=CC=CC=CC(=O)O)=O)=O)=O)CCCCC tetraoxo-docosahexaenoic acid